BrC1=CC2=C(C3(CCCN3C2=O)CC)S1 2-Bromo-8a-ethyl-7,8-dihydro-6H-thieno[2,3-a]pyrrolizin-4-one